IC1=CC=C(C=C1)\C=C\C1=CC=C(C=C1)OC (E)-1-iodo-4-(4-methoxystyryl)benzene